C1(CCCCC1)CO[C@@H]([C@H](NC(=O)C1CCOC12CN(C2)C(=O)[C@@H]2C(C2)(C)C)C(=O)N2C[C@@H](CCC2)NC(OCC2=CC=CC=C2)=O)C Benzyl ((3R)-1-(O-(cyclohexylmethyl)-N-(2-((S)-2,2-dimethylcyclopropane-1-carbonyl)-5-oxa-2-azaspiro[3.4]octane-8-carbonyl)-L-threonyl)piperidin-3-yl)carbamate